C(C1=CC=CC=C1)N1C2=NC=NC(=C2N=C1C=1C=NC(=CC1C)OCCCN1CCNCC1)OC1(CC1)C 9-benzyl-8-(4-methyl-6-(3-(piperazin-1-yl)propoxy)pyridin-3-yl)-6-(1-methylcyclopropoxy)-9H-purine